C(C)(=O)N1CCN(CC1)C1=C(C=C(C(=C1)OC)NC1=NC=NC(=C1)N1OCC[C@@H]1C1=CC(=CC=C1)OC1=CC=CC=C1)NC(C=C)=O (R)-N-(2-(4-acetylpiperazin-1-yl)-4-methoxy-5-((6-(3-(3-phenoxyphenyl)isoxazolidine-2-yl)pyrimidin-4-yl)amino)phenyl)acrylamide